N-[4-(2,6-dimethylphenyl)-5-[(2R,4R)-2-methyl-4-[(2-methylpropan-2-yl)oxy]pyrrolidin-1-yl]-1,3-thiazol-2-yl]benzenesulfonamide CC1=C(C(=CC=C1)C)C=1N=C(SC1N1[C@@H](C[C@H](C1)OC(C)(C)C)C)NS(=O)(=O)C1=CC=CC=C1